Cl.S1C=CC2=C1C=CC(=C2)C2CC1C(CNC1)C2 5-(benzothien-5-yl)octahydrocyclopenta[c]pyrrole hydrochloride